ClC=1C2=C(N=C(N1)OC=1N=CC=3C=CC4=C(C3C1F)NC1=C4C(NCC14CC4)=O)CCN(C2)C 2'-((4-chloro-6-methyl-5,6,7,8-tetrahydropyrido[4,3-d]pyrimidin-2-yl)oxy)-1'-fluoro-8',9'-dihydrospiro[cyclopropane-1,10'-pyrido[3',4':4,5]pyrrolo[2,3-f]isoquinolin]-7'(11'H)-one